9,9'-(6-chloro-1,3,5-triazin-2,4-diyl)bis(9H-carbazole) ClC1=NC(=NC(=N1)N1C2=CC=CC=C2C=2C=CC=CC12)N1C2=CC=CC=C2C=2C=CC=CC12